C(#N)C=1C(=NC(=NC1)N[C@H]1CN(C[C@@H](C1)F)C1=NC2=C(N1C)C=C(C(=C2)NC(C=C)=O)C)C N-(2-((3R,5R)-3-((5-cyano-4-methylpyrimidin-2-yl)amino)-5-fluoropiperidin-1-yl)-1,6-dimethyl-1H-benzo[d]imidazol-5-yl)acrylamide